6,7-dihydro-quinolin N1=CC=CC2=CCCC=C12